2-(1-(cyclopropylmethyl)-1H-pyrazol-3-yl)-6-(4-fluorophenyl)nicotinonitrile C1(CC1)CN1N=C(C=C1)C1=C(C#N)C=CC(=N1)C1=CC=C(C=C1)F